1-(3-fluoropropyl)pyrrole FCCCN1C=CC=C1